N-methyl-1-(3-methylfuran-2-yl)methylamine CNCC=1OC=CC1C